N-(pyridin-3-ylmethyl)benzamide N1=CC(=CC=C1)CNC(C1=CC=CC=C1)=O